4-(6-(Tetrahydro-2H-pyran-4-yl)pyrazolo[1,5-a]pyrazin-3-yl)benzoic acid ethyl ester C(C)OC(C1=CC=C(C=C1)C=1C=NN2C1C=NC(=C2)C2CCOCC2)=O